NC1=C(C=CC(=C1)Cl)C1=CC(=CC(=C1)C(=O)NC1=CC=CC=C1)C1=CC=C(C=C1)S(N)(=O)=O amino-4-chloro-N-phenyl-4''-sulfamoyl-[1,1':3',1''-terphenyl]-5'-carboxamide